CNC(=O)OCC1=CC(=CC=C1)CNC1=NSC2=C1C=CC=C2 (3-((benzo[d]isothiazol-3-ylamino)methyl)phenyl)methanol methyl-carbamate